FC1(CCN(CC1)C1=C(C(=O)NC2=NC=CC(=N2)OC)C=C(C=N1)C(F)(F)F)F 2-(4,4-Difluoropiperidin-1-yl)-N-(4-methoxypyrimidin-2-yl)-5-(trifluoromethyl)-nicotinamide